1-(2-chloropyridin-4-yl)-3,3-difluoro-cyclobutanecarbaldehyde ClC1=NC=CC(=C1)C1(CC(C1)(F)F)C=O